[4-[[9-[(3S)-tetrahydrofuran-3-yl]-8-(2,4,6-trifluoroanilino) purin-2-yl]amino]cyclohexyl] 2-chloroacetate ClCC(=O)OC1CCC(CC1)NC1=NC=C2N=C(N(C2=N1)[C@@H]1COCC1)NC1=C(C=C(C=C1F)F)F